CC1(CC(C(=O)O1)COS(=O)(=O)C2=CC=C(C=C2)OC)C The molecule is a butan-4-olide having a (4-methoxyphenylsulfonyloxy)methyl group at the 3-position and two methyl substituents at the 5-position. It is a butan-4-olide and an arenesulfonate ester.